N=1N=CN2C=NC(=CC21)OC2=C(C=C(C=C2)NC2=NC=NC1=CC(=C(C=C21)OC(=O)N2[C@@H](CN(CC2)C)C)OC)C 4-((4-([1,2,4]triazolo[4,3-c]pyrimidin-7-yloxy)-3-methylphenyl) amino)-7-methoxyquinazolin-6-yl-(R)-2,4-dimethylpiperazine-1-carboxylate